ClC=1C=C2C(=NC1)NC=C2C(=O)O 5-chloro-1H-pyrrolo[2,3-b]pyridine-3-carboxylic acid